2-(3,5-difluoropyridin-2-yl)-2H-1,2,3-triazol-4-amine FC=1C(=NC=C(C1)F)N1N=CC(=N1)N